dirubidium triphosphate [O-]P([O-])(=O)OP(=O)(O)OP(=O)(O)O.[Rb+].[Rb+]